1-(2-pyrimidin-2-yl-1,2,4-triazol-3-yl)ethylamine N1=C(N=CC=C1)N1N=CN=C1C(C)N